C(C)[C@@H]1N(C[C@H](N(C1)C(C)C1=C(C=C(C=C1)C(F)(F)F)F)CC)C=1C=2C(N(C(C1)=O)C)=CNN2 7-((2S,5R)-2,5-diethyl-4-(1-(2-fluoro-4-(trifluoromethyl)phenyl)ethyl)piperazin-1-yl)-4-methyl-2,4-dihydro-5H-pyrazolo[4,3-b]pyridin-5-one